6-[1-(azetidin-3-yl)pyrazol-4-yl]-5-(trifluoromethyl)-8-[(2R)-2-(trifluoromethyl)azetidin-1-yl]-[1,2,4]triazolo[1,5-a]pyrazine N1CC(C1)N1N=CC(=C1)C=1N=C(C=2N(C1C(F)(F)F)N=CN2)N2[C@H](CC2)C(F)(F)F